4-methoxybenzyl 2-((4,5-dibutyloxazol-2-yl)methyl)acrylate C(CCC)C=1N=C(OC1CCCC)CC(C(=O)OCC1=CC=C(C=C1)OC)=C